N,4-dimethyl-N-nitroso-benzenesulfonamide CN(S(=O)(=O)C1=CC=C(C=C1)C)N=O